5-((3-Fluorophenyl)amino)-2-methylimidazo[1,2-c]quinazoline-8-carboxylic acid FC=1C=C(C=CC1)NC1=NC=2C=C(C=CC2C=2N1C=C(N2)C)C(=O)O